C(C1=CC=CC=C1)OC(N[C@@H](CC(C)C)C(NN(C(C(C)Cl)=O)CCC(=O)N)=O)=O N-[(1S)-1-[[(3-amino-3-oxo-propyl)-(2-chloropropionyl)amino]carbamoyl]-3-methyl-butyl]carbamic acid benzyl ester